N-(2-fluoro-3,6-dimethylphenyl)-6,6-dimethyl-4,6-dihydropyrrolo[3,4-c]pyrazol-5(1H)-carboxamid FC1=C(C(=CC=C1C)C)NC(=O)N1C(C=2NN=CC2C1)(C)C